ClC1=CC(=C(C(=O)NC2=NC(=CC=C2)CC2CCNCC2)C=C1)F 4-chloro-2-fluoro-N-(6-(piperidin-4-ylmethyl)pyridin-2-yl)benzamide